methyl 4-methylpicolinate CC1=CC(=NC=C1)C(=O)OC